1,5-dimethyl-4,5,6,7-tetrahydro-1H-imidazo[4,5-c]pyridine-2-carboxylic acid lithium [Li].CN1C(=NC=2CN(CCC21)C)C(=O)O